C(C)N(CCC[Si](OC)(OC)OC)CC (3-diethylaminopropyl)trimethoxysilane